(E)-N-(4-((pentyloxy)imino)chroman-7-yl)acrylamide C(CCCC)O\N=C\1/CCOC2=CC(=CC=C12)NC(C=C)=O